6-(2-methylphenyl)benzo[h]quinoline CC1=C(C=CC=C1)C=1C=C2C=CC=NC2=C2C1C=CC=C2